FC=1C=C(N)C=CC1COCC1=CC(=CC=C1)OC 3-fluoro-4-(((3-methoxybenzyl)oxy)methyl)aniline